ON1[C@@H]2CC[C@H](N(C1=O)C2)C(NS(=O)(=O)C2=NC=CN=C2)=N (2S,5R)-6-hydroxy-7-oxo-N-(pyrazin-2-ylsulfonyl)-1,6-diazabicyclo[3.2.1]octane-2-carboximidamide